FC=1C=C(CN2C3(CN(C3)C(=O)N)C(N(CC2=O)C2CCC(CC2)C)=O)C=CC1F 5-(3,4-difluorobenzyl)-8-(4-methylcyclohexyl)-6,9-dioxo-2,5,8-triazaspiro[3.5]nonane-2-carboxamide